8-[(2S,SR)-5-ethyl-2-methyl-4-{1-[4-(trifluoromethoxy)phenyl]propyl}piperazin-1-yl]-5-methyl-6-oxo-5,6-dihydro-1,5-naphthyridine-2-carbonitrile C(C)[C@@H]1N(C[C@@H](N(C1)C1=CC(N(C=2C=CC(=NC12)C#N)C)=O)C)C(CC)C1=CC=C(C=C1)OC(F)(F)F |&1:2|